C(C)(C)(C)OC(=O)N1C=CC2=C1N=CN=C2C.ClC=2C=C(C=CC2F)N2CCNCC2 1-(3-chloro-4-fluorophenyl)piperazine tert-butyl-4-methylpyrrolo[2,3-d]pyrimidine-7-carboxylate